1-(2-(benzyloxy)-5-cyanophenyl)-N-(3-bromo-5-(methylsulfonyl)phenyl)-1H-pyrazole-4-carboxamide C(C1=CC=CC=C1)OC1=C(C=C(C=C1)C#N)N1N=CC(=C1)C(=O)NC1=CC(=CC(=C1)S(=O)(=O)C)Br